Cl.FC1=C(OC2CNC2)C(=CC=C1F)F 3-(2,3,6-trifluorophenoxy)azetidine hydrochloride